6-Cyclopropyl-4-[4-(4-methoxyphenyl)piperidin-1-yl]-1-methyl-2-oxo-1,2-dihydro-quinoline-3-carbonitrile C1(CC1)C=1C=C2C(=C(C(N(C2=CC1)C)=O)C#N)N1CCC(CC1)C1=CC=C(C=C1)OC